ClC=1C=C2N=CC(=NC2=CC1)OC1=CC=C(O[C@@H](C(=O)OCC)C)C=C1 ethyl (2R)-2-[4-(6-chloroquinoxalin-2-yl)oxyphenoxy]propanoate